2,7-diformyl-thianthrene C(=O)C1=CC=2SC3=CC=C(C=C3SC2C=C1)C=O